C(C)(=O)N1CCC(CC1)C=1C=C2CN(C(C2=CC1)=O)C1C(NC(CC1)=O)=O 3-(5-(1-acetylpiperidin-4-yl)-1-oxoisoindolin-2-yl)piperidine-2,6-dione